ClC1=NC=NC2=CC=C(C(=C12)N1CC(C1)N(C)C)OCC 1-(4-chloro-6-ethoxyquinazolin-5-yl)-N,N-dimethylazetidin-3-amine